ClC1=CC=C(OC2=CC=C(C=C2)C=2N=C(SC2C)C2CCN(CC2)CCCCC2=C3C=CNC3=CC=C2C#N)C=C1 4-(4-(4-(4-(4-(4-chlorophenoxy)phenyl)-5-methylthiazol-2-yl)piperidin-1-yl)butyl)-1H-indole-5-carbonitrile